CC1N(CC(CC1C(=O)[O-])C)C(=O)OC methyl 2,5-dimethylpiperidine-1,3-dicarboxylate